C(C)(=O)OC=CCCCCCC=CC=CC dodecene-8,10-dien-1-yl acetate